[2H]C1=C(C(=C(N=C1[2H])[2H])C2CCCN2C)[2H] nicotine-D4